2,2'-(((((bicyclo[1.1.1]pentane-1,3-diylbis(methylene))bis(oxy))bis(ethane-2,1-diyl))bis(oxy))bis(ethane-2,1-diyl))bis(3a,4,7,7a-tetrahydro-1H-4,7-epoxyisoindole-1,3(2H)-dione) C12(CC(C1)(C2)COCCOCCN2C(C1C3C=CC(C1C2=O)O3)=O)COCCOCCN3C(C2C1C=CC(C2C3=O)O1)=O